7-(hydroxy(phenyl)methyl)-5,6,7,8-tetrahydro-1,6-naphthyridine-2-carboxylic acid hydrochloride Cl.OC(C1NCC=2C=CC(=NC2C1)C(=O)O)C1=CC=CC=C1